FC1=C(C2=C(C=3NC(C=4N(C13)C(=NN4)C)(C)C)CCO2)C2=C4C=CN(C4=CC(=C2)F)S(=O)(=O)C 5-fluoro-6-(6-fluoro-1-(methylsulfonyl)-1H-indol-4-yl)-3,11,11-trimethyl-8,9,10,11-tetrahydrofuro[3,2-f][1,2,4]triazolo[4,3-a]quinoxaline